1-methyl-4-((4-methylpent-3-en-1-yl)oxy)benzene silicon [Si].CC1=CC=C(C=C1)OCCC=C(C)C